C1(CCC1)C[C@@H]1[C@@H](C2=CC=C(C=C2CC1)O)C1=CC=C(C=C1)N1CCC(CC1)C=O 1-(4-((1R,2R)-2-(cyclobutylmethyl)-6-hydroxy-1,2,3,4-tetrahydronaphthalen-1-yl)phenyl)piperidine-4-carbaldehyde